N-(4-Ethynylcyclohexyl)-5,7-Dimethylpyrazolo[1,5-A]Pyrimidine-3-Carboxamide C(#C)C1CCC(CC1)NC(=O)C=1C=NN2C1N=C(C=C2C)C